3-(2,6-dibenzyloxy-3-pyridyl)-1-methyl-indazol-6-amine C(C1=CC=CC=C1)OC1=NC(=CC=C1C1=NN(C2=CC(=CC=C12)N)C)OCC1=CC=CC=C1